N-cyclopropyl-N-(3-fluoro-4-(7-oxo-7,8-dihydro-1,8-naphthyridin-4-yl)benzyl)sulfonamide hydrochloride Cl.C1(CC1)N(S(=O)=O)CC1=CC(=C(C=C1)C1=CC=NC=2NC(C=CC12)=O)F